ClC1=CC2=CN(N=C2C(=C1)N1CCOCC1)C1CN(CCC1)C(=O)O.CN1N=CC(=C1)C1=CC=2N(C=C1)C(=CN2)C2=CC(=C(C(=O)NCC(F)(F)F)C(=C2)OC([2H])([2H])[2H])OC([2H])([2H])[2H] 4-[7-(1-methylpyrazol-4-yl)imidazo[1,2-a]pyridin-3-yl]-2,6-bis(trideuterio-methoxy)-N-(2,2,2-trifluoroethyl)benzamide 3-(5-chloro-7-morpholino-2H-indazol-2-yl)piperidine-1-carboxylate